C(CCCCCCCCCCCCCCCCCCC)(=O)N[C@@H](CC1=CNC=N1)C(=O)O N-arachidoyl-histidine